1,2-bis(2-chlorophenyl)-N1,N1,N2,N2-tetramethylethane-1,2-diamine ClC1=C(C=CC=C1)C(C(N(C)C)C1=C(C=CC=C1)Cl)N(C)C